C(=O)(OCC1=CC=CC=C1)N1CC(CC1)=O N-Cbz-3-Pyrrolidone